O1CCCC2C(C=CC=C12)=O chroman-5-one